ClC1=CC=NN(C1=O)CCCC(=O)OC(C)(C)C tert-butyl 4-(5-chloro-6-oxopyridazin-1-yl)butanoate